3,6-dimethyl-2-{[4-(trifluoromethyl)phenyl]methyl}naphthalene-1,4-dione CC1=C(C(C2=CC=C(C=C2C1=O)C)=O)CC1=CC=C(C=C1)C(F)(F)F